C1(CC1)C1=NC=NN1C1CC2(CN(C2)C(=O)OCCCC)C1 butyl 6-(5-cyclopropyl-1,2,4-triazol-1-yl)-2-azaspiro[3.3]heptane-2-carboxylate